(2R,3'S,4S)-4-fluoro-N-(3-(2-((3-methoxy-1-meth-yl-1H-pyrazol-4-yl)amino)-5-methylpyrimidin-4-yl)-1H-indol-7-yl)-1'-methyl-[1,3'-bipyrrolidine]-2-carboxamide F[C@H]1C[C@@H](N(C1)[C@@H]1CN(CC1)C)C(=O)NC=1C=CC=C2C(=CNC12)C1=NC(=NC=C1C)NC=1C(=NN(C1)C)OC